FC1=C(C(=C(C=C1OC)OC)F)N1C(N(C2=C(C1)C=NC(=C2)CNC(C=C)=O)C[C@H]2COCC2)=O (S)-N-((3-(2,6-difluoro-3,5-dimethoxyphenyl)-2-oxo-1-((tetrahydrofuran-3-yl)methyl)-1,2,3,4-tetrahydropyrido[4,3-d]pyrimidin-7-yl)methyl)acrylamide